N1(CCCC1)C(C#N)CC 2-(pyrrolidin-1-yl)butanenitrile